5-[(dimethylamino)methylene]-4-oxo-3-(trifluoromethyl)-4,7-dihydro-5H-spiro[[1]benzofuran-6,1'-cyclopropane]-2-carboxylic acid ethyl ester C(C)OC(=O)C=1OC2=C(C1C(F)(F)F)C(C(C1(CC1)C2)=CN(C)C)=O